NCC1=NNC(C2=CC=C(C=C12)C=1C=NN(C1C1=C(C#N)C(=CC(=C1F)C12CC(C1)C2)OC2CC2)C)=C=O (4-(4-(aminomethyl)-1-carbonyl-1,2-dihydro-phthalazin-6-yl)-1-methyl-1H-pyrazol-5-yl)-4-(bicyclo[1.1.1]pentan-1-yl)-6-cyclopropoxy-3-fluorobenzonitrile